3-(5-methylisoxazol-4-yl)acrylamide CC1=C(C=NO1)C=CC(=O)N